octadecane-1,1-diol C(CCCCCCCCCCCCCCCCC)(O)O